5-ethyl-1,3-bis(2-hydroxyethyl)pyridinium C(C)C=1C=C(C=[N+](C1)CCO)CCO